COC1=NC(=NN2C1=C(C=C2)C=2C=C1C=CC=NC1=CC2)NC2CC(C2)(C(=O)NC2(COC2)C)C (1r,3r)-3-((4-methoxy-5-(quinolin-6-yl)pyrrolo[2,1-f][1,2,4]triazin-2-yl)amino)-1-methyl-N-(3-methyloxetan-3-yl)cyclobutane-1-carboxamide